C1CC[NH2+][C@@H](C1)C2(CN(C2)C(=O)C3=C(C(=C(C=C3)F)F)NC4=C(C=C(C=C4)I)F)O The molecule is an organic cation obtained by protonation of the secondary amino group of cobimetinib. It is an ammonium ion derivative and an organic cation. It is a conjugate acid of a cobimetinib.